5-chloro-6-[1-methyl-5-(trifluoromethyl)benzimidazol-2-yl]pyridin-2-carboxamide ClC=1C=CC(=NC1C1=NC2=C(N1C)C=CC(=C2)C(F)(F)F)C(=O)N